FC(C1=C(C=NN1)C(=O)[O-])F 5-(difluoromethyl)-1H-pyrazole-4-carboxylate